methyl (7-(butylamino)-3-ethyl-1-(4-(hydroxymethyl)-2-methoxybenzyl)-1H-pyrazolo[4,3-d]pyrimidin-5-yl)carbamate C(CCC)NC=1C2=C(N=C(N1)NC(OC)=O)C(=NN2CC2=C(C=C(C=C2)CO)OC)CC